[Na+].C(C(CCC)CCC)(=O)[O-] valproat sodium